OC1CCN(CC1)CC[C@@H](NC(=O)C=1SC2=NC=3CC[C@@H](CC3C=C2N1)C(C)(C)C)C=1C=CC(=NC1)OC1=CC=C(C=C1)[O-] |r| 4-[[5-[rac-(1R)-3-(4-hydroxy-1-piperidyl)-1-[[rac-(7S)-7-tert-butyl-5,6,7,8-tetrahydrothiazolo[5,4-b]quinoline-2-carbonyl]amino]propyl]-2-pyridyl]oxy]phenolate